methyl (R)-2-amino-4-(3-phenyl-1,2,4-oxadiazol-5-yl)butanoate HCl salt Cl.N[C@@H](C(=O)OC)CCC1=NC(=NO1)C1=CC=CC=C1